ClC(S(=O)(=O)Cl)(S(=O)(=O)Cl)Cl dichloro(chlorosulfonyl)methanesulfonyl chloride